C(C)(C)(C)OC(=O)NC1(CC2=CC(=CC=C2CC1)OC1=C(C=CC=C1)C1=CC(=CC=C1)C)C(=O)OC methyl 2-((tert-butoxycarbonyl) amino)-7-((3'-methyl-[1,1'-biphenyl]-2-yl) oxy)-1,2,3,4-tetrahydronaphthalene-2-carboxylate